Ethyl 2-(2-(2-((tert-butoxycarbonyl)((2-chloro-[1,1'-biphenyl]-4-yl)methyl)amino)ethyl)oxazol-5-yl)acetate C(C)(C)(C)OC(=O)N(CCC=1OC(=CN1)CC(=O)OCC)CC1=CC(=C(C=C1)C1=CC=CC=C1)Cl